O=C1NC(CCC1N1C(C2=CC=CC(=C2C1=O)NC1CCC(CC1)OCCCOC(NC)=O)=O)=O [3-[4-[[2-(2,6-dioxo-3-piperidyl)-1,3-dioxo-isoindolin-4-yl]amino] cyclohexoxy]propyl]-N-methyl-carbamate